CC1=C(N2C=CC=C2C=C1C(=O)O)C(C)OCC1=CSC=C1 6-methyl-5-(1-(thiophen-3-ylmethoxy)ethyl)indolizine-7-carboxylic acid